COC(=O)CC=1C(NC(NC1)=S)=O 5-methoxycarbonylmethyl-2-thio-uracil